6-(4,4-Dimethylcyclohexen-1-yl)-N-[(2-oxo-1H-pyridin-3-yl)sulfonyl]-2-(2,4,6-trimethylphenoxy)pyridin-3-carboxamid CC1(CC=C(CC1)C1=CC=C(C(=N1)OC1=C(C=C(C=C1C)C)C)C(=O)NS(=O)(=O)C=1C(NC=CC1)=O)C